(3R,4R,5S)-3-(1,1,1,5,5,5-hexafluoro-2,4-dihydroxypent-3-yloxy)-4-acetylamino-5-(cyanoamino)cyclohex-1-enecarboxylic acid ethyl ester C(C)OC(=O)C1=C[C@H]([C@@H]([C@H](C1)NC#N)NC(C)=O)OC(C(C(F)(F)F)O)C(C(F)(F)F)O